ClC1=CC=C(C(=N1)C(=O)O)N[C@H](C)C1=C2N=C(C(=NC2=CC(=C1)C)C#N)NC1CC(C1)(F)F (R)-6-chloro-3-((1-(2-cyano-3-((3,3-difluorocyclobutyl)amino)-7-methylquinoxalin-5-yl)ethyl)amino)picolinic acid